tert-butyl 4-[5-[2-(2,6-dimethyl-4-pyridyl)-3-methyl-1H-indol-6-yl]-2-pyridyl]piperidine-1-carboxylate CC1=NC(=CC(=C1)C=1NC2=CC(=CC=C2C1C)C=1C=CC(=NC1)C1CCN(CC1)C(=O)OC(C)(C)C)C